CS(=O)(=O)CC1CN(C1)C=1C=CC(=C2C=C(N=CC12)NC1=NC=NC=C1)C(C)C 4-({8-[3-(methane-sulfonylmethyl)azetidin-1-yl]-5-(propan-2-yl)isoquinolin-3-yl}amino)pyrimidin